C1(=CC=CC=C1)C=1N=C(C2=C(N1)SC=C2C2=CC=CC=C2)NCC2=CC=C(S2)S(=O)(=O)N 5-(((2,5-Diphenylthieno[2,3-d]pyrimidin-4-yl)amino)methyl)thiophene-2-sulfonamide